[Si](C)(C)(C(C)(C)C)OC[C@H]1C[C@H]([C@H]2[C@@H]1OC(O2)(C)C)N2C=C(C1=C2N=C(N=C1)Cl)C=1SC=CC1 7-((3as,4R,6R,6aR)-6-(((tert-butyldimethylsilyl)oxy)methyl)-2,2-dimethyltetrahydro-4H-cyclopenta[d][1,3]dioxol-4-yl)-2-chloro-5-(thiophen-2-yl)-7H-pyrrolo[2,3-d]pyrimidine